ClC(CCCCCO)C(C)Cl 6,7-dichlorooctanol